C1(=CC=C(C=C1)N(C1=CC=C(C=C1)C1=C(C=C(C=C1C1=CC=CC=C1)C1=CC=CC=C1)C1=CC=CC=C1)C1=CC=C(C=C1)C1=CC=CC2=C1OC1=C2C=CC=C1)C1=CC=CC=C1 N-(biphenyl-4-yl)-N-{4-(dibenzofuran-4-yl)phenyl}-N-[4-{(2,4,6-triphenyl)phenyl}phenyl]amine